cis-N1-(cyclopropylmethyl)-N1-phenylcyclohexane-1,4-diamine hydrochloride Cl.C1(CC1)CN([C@@H]1CC[C@@H](CC1)N)C1=CC=CC=C1